OC(C(=O)N[C@@H](CCCCN)C(=O)O)C (S)-2-hydroxypropionyl-L-lysine